C(C)(C)(C)OC(C[C@@H](C(=O)NCC(=O)NCC(=O)NCC(=O)NCC(=O)NCCOCCOCCOCCOCCOCCOCCOCCOCCC(=O)O)NC(CN1C(C=CC1=O)=O)=O)=O 1-{2-[2-(2-{2-[(2S)-4-(tert-butoxy)-2-[2-(2,5-dioxopyrrol-1-yl)acetamido]-4-oxobutanamido]acetamido}acetamido)acetamido]acetamido}-3,6,9,12,15,18,21,24-octaoxaheptacosan-27-oic acid